2,5-diethylfuran-3-carboxylic acid C(C)C=1OC(=CC1C(=O)O)CC